BrC1=C(C=C(C=C1OC)C=1C(=NC(=NC1)NC=1C=NN(C1)C)NC=1C=C(C=CC1F)NC(C=C)=O)F N-(3-((5-(4-bromo-3-fluoro-5-methoxyphenyl)-2-((1-methyl-1H-pyrazol-4-yl)amino)pyrimidin-4-yl)amino)-4-fluorophenyl)acrylamide